tert-butyl 2-(cyanomethyl)-4-[2-[[(2S)-1-methylpyrrolidin-2-yl]methoxy]-7-(5-quinolyl)-6,8-dihydro-5H-pyrido[3,4-d]pyrimidin-4-yl]piperazine-1-carboxylate C(#N)CC1N(CCN(C1)C=1C2=C(N=C(N1)OC[C@H]1N(CCC1)C)CN(CC2)C2=C1C=CC=NC1=CC=C2)C(=O)OC(C)(C)C